C[C@]12[C@H]3CC[C@@]4(C(CC[C@H]4[C@@H]3CCC2=CC(CC1)=O)=O)C (8R,9S,10R,13S,14S)-10,13-dimethyl-1,6,7,8,9,10,11,12,13,14,15,16-dodecahydro-3H-cyclopenta[a]phenanthrene-3,17(2H)-dione